[2-[4-[4,6-bis(4-phenylphenyl)-1,3,5-triazin-2-yl]-3-hydroxy-phenoxy]-3-hydroxy-propyl]neo-decanoate C1(=CC=CC=C1)C1=CC=C(C=C1)C1=NC(=NC(=N1)C1=CC=C(C=C1)C1=CC=CC=C1)C1=C(C=C(OC(COC(CCCCCC(C)(C)C)=O)CO)C=C1)O